2-iodo-5-methyl-3-(trifluoromethyl)phenol IC1=C(C=C(C=C1C(F)(F)F)C)O